(1-((4-fluorophenyl)sulfonyl)-1,2,3,4-tetrahydroquinolin-7-yl)-4-(trifluoromethyl)benzenesulfonamide FC1=CC=C(C=C1)S(=O)(=O)N1CCCC2=CC=C(C=C12)C1=C(C=CC(=C1)C(F)(F)F)S(=O)(=O)N